CNC(NC1CCNCC1)=O 3-methyl-1-(piperidin-4-yl)urea